29-palmitoleoyloxy-nonacosanoic acid C(CCCCCCC\C=C/CCCCCC)(=O)OCCCCCCCCCCCCCCCCCCCCCCCCCCCCC(=O)O